4-(1-{3-[(tert-butyldimethylsilyl)oxy]-2,3-dihydro-1H-inden-4-yl}vinyl)-1-(triphenylmethyl)imidazole [Si](C)(C)(C(C)(C)C)OC1CCC2=CC=CC(=C12)C(=C)C=1N=CN(C1)C(C1=CC=CC=C1)(C1=CC=CC=C1)C1=CC=CC=C1